((3-bromo-2-chlorophenoxy)methyl)-1-methylpiperidine BrC=1C(=C(OCC2N(CCCC2)C)C=CC1)Cl